O=C1NC2=CC=CC=C2C(N1)CNC(OC(C)(C)C)=O tert-butyl N-[(2-oxo-1,2,3,4-tetrahydroquinazolin-4-yl)methyl]carbamate